C(C1=CC=CC=C1)N1CCN(C2=CC=C(C=C12)C(=O)OC)S(=O)(=O)C1=CC=C(C=C1)OC methyl 4-benzyl-1-((4-methoxyphenyl) sulfonyl)-1,2,3,4-tetrahydroquinoxaline-6-carboxylate